COC1=CC=C(C=C1)CN(C)C 1-(4-methoxyphenyl)-N,N-dimethylmethylamine